ClCCNC(=O)NC=1C=NC(=CC1)C 1-(2-chloroethyl)-3-(6-methylpyridin-3-yl)urea